7-((4-trifluoromethoxybenzyl)oxy)-4-trifluoromethyl-2H-1-benzopyran-2-one FC(OC1=CC=C(COC2=CC3=C(C(=CC(O3)=O)C(F)(F)F)C=C2)C=C1)(F)F